8-fluoro-7-(4,4,5,5-tetramethyl-1,3,2-dioxaborolan-2-yl)quinoline FC=1C(=CC=C2C=CC=NC12)B1OC(C(O1)(C)C)(C)C